8-cyclobutyl-2-((2,5-dimethylbenzo[d]thiazol-6-yl)amino)-5-methyl-5,8-dihydropteridine C1(CCC1)N1C=CN(C=2C=NC(=NC12)NC1=CC2=C(N=C(S2)C)C=C1C)C